COC1=CC=2N3C=CC(=NC3=NC2C=C1)C(=O)NC=1C=NC=C(C1)OC 4-methoxy-N-(5-methoxypyridin-3-yl)-1,8,10-triazatricyclo[7.4.0.02,7]trideca-2(7),3,5,8,10,12-hexaene-11-carboxamide